6-((1-((3,6-dihydro-2H-pyran-4-yl)methyl)-3-oxoisoindolin-2-yl)methyl)benzo[d]oxazol-2(3H)-one O1CCC(=CC1)CC1N(C(C2=CC=CC=C12)=O)CC1=CC2=C(NC(O2)=O)C=C1